1-(6-ethynyl-1H-indol-3-yl)-N,N-dimethylmethylamine C(#C)C1=CC=C2C(=CNC2=C1)CN(C)C